OC1=CC(=C(C=2CCOC21)[N+](=O)[O-])C(=O)O 7-hydroxy-4-nitro-2,3-dihydrobenzofuran-5-carboxylic acid